C(C)OC(=O)C1=C(C2=C(NC3=CC=CC=C3C2=O)CCCC1)C1=CC=C(C=C1)Cl ethyl-12-oxo-11-(p-chlorophenyl)-5,6,7,8,9,12-hexahydrocycloocta[b]quinoline-10-carboxylate